CC=1C=C(CNCC(=O)OC)C=CC1C Methyl (3,4-dimethylbenzyl)glycinate